acrylic acid-5-bromobenzyl ester BrC=1C=CC=C(COC(C=C)=O)C1